C(C)(=O)OC1CCC2C3C(CC=4C=C(C=CC4C3CCC12C)B1OC(C(O1)(C)C)(C)C)CCCCCCCCCSCCCC(C(F)(F)F)(F)F 13-methyl-7-(9-((4,4,5,5,5-pentafluoropentyl)thio)nonyl)-3-(4,4,5,5-tetramethyl-1,3,2-dioxaborolan-2-yl)-7,8,9,11,12,13,14,15,16,17-decahydro-6H-cyclopenta[a]phenanthren-17-yl acetate